ClC1=C(N)C(=CC=C1)C(F)(F)F 2-chloro-6-trifluoromethyl-aniline